[Na].C1(=CC=C(C=C1)S(=O)(=O)O)C1=CC=CC=C1 [1,1-biphenyl]-4-sulfonic acid sodium